COCCOC[C@H](CC1=CC=C(C=C1)C)N1C(N(C=2C1=NC=CC2)C(C)C2=CC=C(C=C2)C)=N 3-((S)-1-(2-methoxyethoxy)-3-p-tolylpropan-2-yl)-1-(1-p-tolylethyl)-1H-imidazo[4,5-b]pyridin-2(3H)-imine